CN(CCN(C1=C(C=C(C(=C1)OC)NC1=NC=C(C(=N1)C=1C=C(C2=C(N(C(=N2)C)C(C)C)C1)F)C#N)NC(C=C)=O)C)C N-(2-((2-(dimethylamino)ethyl)(methyl)amino)-5-((5-cyano-4-(4-fluoro-1-isopropyl-2-methyl-1H-benzo[d]imidazole-6-yl)pyrimidin-2-yl)amino)-4-methoxyphenyl)acrylamide